C[B-](F)(F)F.C(CCC)[N+](CCCC)(CCCC)CCCC tetrabutylammonium methyl-trifluoroborate